3-(4-aminoimidazo[2,1-f][1,2,4]triazin-7-yl)-N-((1R,3R)-3-hydroxycyclobutyl)-N,4-dimethylbenzenesulfonamide NC1=NC=NN2C1=NC=C2C=2C=C(C=CC2C)S(=O)(=O)N(C)C2CC(C2)O